2-(9-decyn-1-yloxy)tetrahydro-2H-pyran C(CCCCCCCC#C)OC1OCCCC1